2-(pyridin-2-yl)-4,5-dihydro-1H-imidazole-4-carboxamide N1=C(C=CC=C1)C=1NCC(N1)C(=O)N